3-ethyl-7-((4-(2-methyl-1-carbonyl-1,2,3,4-tetrahydroisoquinolin-6-yl)piperazin-1-yl)methyl)-1,5-naphthyridin-2(1H)-one C(C)C=1C(NC2=CC(=CN=C2C1)CN1CCN(CC1)C=1C=C2CCN(C(C2=CC1)=C=O)C)=O